ClC1=CC=C(C=C1)NC1=CC(=NC(=N1)N1CCOCC1)CNC(=O)C1=NC=C(N=C1)OC N-((6-((4-chlorophenyl)amino)-2-morpholinopyrimidin-4-yl)methyl)-5-methoxypyrazine-2-carboxamide